C1(=CC=CC=C1)C(C)NC1=C(C=NC2=CC=C(C=C12)C=1C=C2C(=NC1)NN=N2)C#N 4-(1-phenyl-ethylamino)-6-(3H-triazolo[4,5-b]pyridin-6-yl)quinoline-3-carbonitrile